5-oxanorbornene C12C=CC(OC1)C2